Thiophene-2-yl-silane S1C(=CC=C1)[SiH3]